C(C)OC(C(C(=O)OCC)C(C1=CC=CC=C1)NC1=CC=C(C=C1)S(NC1=NSC(=C1)C)(=O)=O)=O (((4-(N-(5-methylisothiazol-3-yl)sulfamoyl)phenyl)amino)(phenyl)methyl)malonic acid diethyl ester